COC(=O)C1=CC=C(C2=C1N(N=N2)C(C)C2=CC=C(C=C2)C2CC2)Cl 4-chloro-1-(1-(4-cyclopropylphenyl)ethyl)-1H-benzo[d][1,2,3]triazole-7-carboxylic acid methyl ester